N1(CCCC1)C1=CC=CC(=N1)C1=CCN(CC1)C(=O)OC(C)(C)C tert-butyl 4-(6-(pyrrolidin-1-yl)pyridin-2-yl)-5,6-dihydropyridine-1(2H)-carboxylate